pyranyl-fucosyl-(1-4)-N-hydroxyacetyl-neuraminic acid O1C(C=CC=C1)C1([C@@H](O)[C@H](O)[C@H](O)[C@@H](O1)C)O[C@H]1CC(C(O)=O)(O)O[C@H]([C@@H]1NC(CO)=O)[C@H](O)[C@H](O)CO